(R)-5-(3-cyclohexyl-7-(3,3-dimethylcyclobutoxy)-2-methyl-1,1-dioxido-5-phenyl-2,3,4,5-tetrahydrobenzo[f][1,2,5]thiadiazepin-8-yl)-3-fluorothiophene-2-carboxylic acid C1(CCCCC1)[C@H]1N(S(C2=C(N(C1)C1=CC=CC=C1)C=C(C(=C2)C2=CC(=C(S2)C(=O)O)F)OC2CC(C2)(C)C)(=O)=O)C